OC(=O)C(F)(F)F.C1N(CC12CNC2)C(CCOC)=O 1-(2,6-diazaspiro[3.3]heptan-2-yl)-3-methoxy-propan-1-one TFA salt